diindium triselenide [Se-2].[Se-2].[Se-2].[In+3].[In+3]